1-(6-vinylpyridin-3-yl)cyclopropane-1-carbonitrile C(=C)C1=CC=C(C=N1)C1(CC1)C#N